1,2-di-dodecanoyl-sn-glycero-3-phosphoethanolamine C(CCCCCCCCCCC)(=O)OC[C@@H](OC(CCCCCCCCCCC)=O)COP(=O)(O)OCCN